C1(CC1)C([C@@H](C(=O)OC)N(C(=O)[C@@H]1[C@H](N(CC1)C(=O)OC(C)(C)C)CO)C)C tert-butyl (2S,3S)-3-(((2S)-3-cyclopropyl-1-methoxy-1-oxobutan-2-yl)(methyl)carbamoyl)-2-(hydroxymethyl)pyrrolidine-1-carboxylate